3-(3-((6-(cyclopropanecarboxamido)-3-(trideuteromethylcarbamoyl)pyridazin-4-yl)amino)-2-methoxyphenyl)-1-methyl-1H-pyrazole-5-carboxylic acid, lithium salt [Li+].C1(CC1)C(=O)NC1=CC(=C(N=N1)C(NC([2H])([2H])[2H])=O)NC=1C(=C(C=CC1)C1=NN(C(=C1)C(=O)[O-])C)OC